N-(ethoxycarbonyl)-N-isobutylvaline ethyl ester C(C)OC([C@@H](N(CC(C)C)C(=O)OCC)C(C)C)=O